4-hydroxy-3-(2,2,2-trifluoroethan-1-on-1-yl)benzo[h]quinolin-2(1H)-one OC1=C(C(NC2=C3C(=CC=C12)C=CC=C3)=O)C(C(F)(F)F)=O